C(C)(C)[Si](C1=CC=C(S1)C=1SC(=CC1)[Si](C(C)C)(C(C)C)C(C)C)(C(C)C)C(C)C 5,5'-bis(triisopropylsilyl)-2,2'-bithiophene